6-chloro-7-iodo-4-(trifluoromethyl)-1-benzofuran ClC1=C(C2=C(C=CO2)C(=C1)C(F)(F)F)I